C1(=CC=CC=C1)C=1OC2=C(C1)C=CC=C2 2-phenyl-benzofuran